N-(2-bromo-6-chlorophenyl)-4-methoxypyrimidine-5-carboxamide BrC1=C(C(=CC=C1)Cl)NC(=O)C=1C(=NC=NC1)OC